2-[4-[[[6-[cyclopropyl-[(4-isopropylphenyl)methyl]amino]-5-fluoro-pyrimidin-4-yl]amino]methyl]phenyl]acetamide C1(CC1)N(C1=C(C(=NC=N1)NCC1=CC=C(C=C1)CC(=O)N)F)CC1=CC=C(C=C1)C(C)C